(S)-N-(5-((3,4-difluorophenyl)ethynyl)-2-(3,4-dimethylpiperazin-1-yl)phenyl)-6-Oxo-4-(trifluoromethyl)-1,6-dihydropyridine-3-carboxamide FC=1C=C(C=CC1F)C#CC=1C=CC(=C(C1)NC(=O)C1=CNC(C=C1C(F)(F)F)=O)N1C[C@@H](N(CC1)C)C